C1(CC1)CN(C(C1=CC(=CC(=C1)C(F)(F)F)C(F)(F)F)=O)C(C)C1=NC=CN=C1N1N=CN=C1 N-(cyclopropylmethyl)-N-[1-[3-(1,2,4-triazol-1-yl)pyrazin-2-yl]ethyl]-3,5-bis(trifluoromethyl)benzamide